(S)-4-(3-(dimethylamino)-3-(3-(trifluoromethyl)phenethyl)piperidin-1-yl)-2-fluoro-N-(pyrimidin-4-yl)benzenesulfonamide CN([C@@]1(CN(CCC1)C1=CC(=C(C=C1)S(=O)(=O)NC1=NC=NC=C1)F)CCC1=CC(=CC=C1)C(F)(F)F)C